3-(2-Imidazo[1,2-b]pyridazin-3-ylethynyl)-4-methyl-N-[4-[(4-methyl-1-piperazinyl)methyl]-3-(trifluoromethyl)phenyl]-benzamid N=1C=C(N2N=CC=CC21)C#CC=2C=C(C(=O)NC1=CC(=C(C=C1)CN1CCN(CC1)C)C(F)(F)F)C=CC2C